N-(2-((4,5-dihydro-1H-imidazol-2-yl)methyl)-1'-((1s,4s)-4-isopropyl-cyclohexyl)-3-oxo-2,3-dihydro-1H-spiro[isoquinoline-4,4'-piperidin]-7-yl)acetamide N1C(=NCC1)CN1CC2=CC(=CC=C2C2(CCN(CC2)C2CCC(CC2)C(C)C)C1=O)NC(C)=O